2-chloro-2'-cyclopropyl-1'-[[1-(2-methylsulfonylethyl)pyrazol-4-yl]methyl]spiro[4,5-dihydrothieno[2,3-c]pyran-7,4'-piperidine] ClC1=CC2=C(S1)C1(CC(N(CC1)CC=1C=NN(C1)CCS(=O)(=O)C)C1CC1)OCC2